(S)-N-(2-(2-methoxyphenyl)propan-2-yl)-2-methyl-3-(pyrrolidin-1-yl)propanamide COC1=C(C=CC=C1)C(C)(C)NC([C@H](CN1CCCC1)C)=O